3-(3-bromo-6-(2-(trifluoromethyl)phenyl)-2H-indazol-2-yl)propan-1-ol BrC=1N(N=C2C=C(C=CC12)C1=C(C=CC=C1)C(F)(F)F)CCCO